tert-Butyl (S)-4-((S)-4-(tert-butoxy)-2-((S)-2-(5-chloro-1H-indole-2-carboxamido)-3-(naphthalen-2-yl)propanamido)-4-oxobutanamido)-5-oxo-5-(phenylamino)pentanoate C(C)(C)(C)OC(C[C@@H](C(=O)N[C@@H](CCC(=O)OC(C)(C)C)C(NC1=CC=CC=C1)=O)NC([C@H](CC1=CC2=CC=CC=C2C=C1)NC(=O)C=1NC2=CC=C(C=C2C1)Cl)=O)=O